C(C)S(=O)(=O)OO 1-hydroxy ethanesulfonate